2-fluoro-N-(6-(6-fluoro-7-isopropyl-5-methyl-1H-indazol-4-yl)imidazo[1,2-a]pyrazin-2-yl)cyclopropane-1-carboxamide FC1C(C1)C(=O)NC=1N=C2N(C=C(N=C2)C2=C3C=NNC3=C(C(=C2C)F)C(C)C)C1